O=C(CCOCCC(=O)OC)N1CCNCC1 methyl 3-(3-oxo-3-piperazin-1-yl-propoxy)propanoate